(3-(3-Cyclopropyl-5-((2-fluoro-4-iodophenyl)amino)-6,8-dimethyl-2,4,7-trioxo-3,4,6,7-tetrahydropyrido[4,3-d]pyrimidin-1(2H)-yl)phenyl)-3-fluoropyrrolidine-1-sulfonamide C1(CC1)N1C(N(C=2C(C1=O)=C(N(C(C2C)=O)C)NC2=C(C=C(C=C2)I)F)C=2C=C(C=CC2)C2N(CCC2F)S(=O)(=O)N)=O